5-((1R)-fluoro((3-(2-methoxyethoxy)phenoxy)(((S)-1-oxo-1-propoxypropan-2-yl)amino)phosphoryl)methyl)benzo[b]thiophene-2-carboxylic acid F[C@@H](C1=CC2=C(SC(=C2)C(=O)O)C=C1)P(=O)(N[C@H](C(OCCC)=O)C)OC1=CC(=CC=C1)OCCOC